CC=1NC(C(=C(N1)C(F)(F)F)C=1C=NN(C1)CC(C(F)(F)F)(F)F)=O 2-methyl-5-[1-(2,2,3,3,3-pentafluoropropyl)pyrazol-4-yl]-4-(trifluoromethyl)-1H-pyrimidin-6-one